N-(3-bromo-5-(methylsulfonyl)phenyl)acetamide BrC=1C=C(C=C(C1)S(=O)(=O)C)NC(C)=O